C(C1=CC=CC=C1)N(C)CC1=NC(=NC(=N1)NC=1C=NC=CC1)N 6-((Benzyl(methyl)amino)methyl)-N2-(pyridin-3-yl)-1,3,5-triazine-2,4-diamine